7-(2-(4-chloro-3-fluorophenyl)-1-hydroxy-2-oxoethyl)-6,7-dihydro-1,7-naphthyridin-8(5H)-one ClC1=C(C=C(C=C1)C(C(O)N1CCC=2C=CC=NC2C1=O)=O)F